6-(4-(((3s,5r)-4-hydroxy-3-methyl-5-(4-methyl-1-oxo-1,3-dihydroisobenzofuran-5-yl)piperazin-1-yl)methyl)-2H-1,2,3-triazol-2-yl)-4-methylpyridine-3-carbonitrile ON1[C@H](CN(C[C@H]1C=1C(=C2COC(C2=CC1)=O)C)CC1=NN(N=C1)C1=CC(=C(C=N1)C#N)C)C